BrC1=CC=C2C(C(C=3C=CC=C1C32)C3C(N(C(CC3)=O)CC3=CC=C(C=C3)OC)=O)=O 3-(5-Bromo-2-oxo-1,2-dihydroacenaphthylen-1-yl)-1-(4-methoxybenzyl)piperidine-2,6-dione